(7S,8aS)-7-(3-([1,2,4]triazolo[1,5-a]pyridin-5-yl)propyl)-2-(5-methylpyridin-2-yl)hexahydropyrrolo[1,2-a]pyrazin-6(2H)-one N=1C=NN2C1C=CC=C2CCC[C@H]2C[C@@H]1N(CCN(C1)C1=NC=C(C=C1)C)C2=O